O=C1NC(CCC1NC1=CC(=C(C=C1)N1CCC(CC1)N1CCN(CC1)C(=O)O[C@@H]1CC[C@H](CC1)NC1=NC=C(C(=N1)C1=CC(=CC=C1)N1C(C=CC=C1)=O)F)F)=O trans-4-((5-fluoro-4-(3-(2-oxopyridin-1(2H)-yl)phenyl)pyrimidin-2-yl)amino)cyclohexyl 4-(1-(4-((2,6-dioxopiperidin-3-yl)amino)-2-fluorophenyl)piperidin-4-yl)piperazine-1-carboxylate